N-cyclohexyl-7-(thiazol-5-yl)benzo[d]oxazol-2-amine C1(CCCCC1)NC=1OC2=C(N1)C=CC=C2C2=CN=CS2